FC=1C=C(C=C(C1)F)C(C)OC=1C=C2C(=NNC2=CC1)C1=NC2=C(N1)CN(C2)C2CC(CC2)N(C)C 3-(2-(5-(1-(3,5-difluorophenyl)ethoxy)-1H-indazol-3-yl)-4,6-dihydropyrrolo[3,4-d]imidazol-5(1H)-yl)-N,N-dimethylcyclopentan-1-amine